BrC=1C=CC(=NC1)C1=CC(=C(C2=CC=CC=C12)OCC1=CC=C(C=C1)OC)C(=O)N(C)C 4-(5-bromopyridin-2-yl)-1-((4-methoxybenzyl)oxy)-N,N-dimethyl-2-naphthamide